N(=[N+]=[N-])[C@@H]1C[C@@H]([C@H](OC1SC1=CC=C(C=C1)C)CN[S@](=O)C(C)(C)C)OCC1=CC=CC=C1 (R)-N-[[(2R,3S,5R)-5-azido-3-benzyloxy-6-(p-tolylsulfanyl)tetrahydropyran-2-yl]methyl]-2-methyl-propane-2-sulfinamide